FC1=C(N=CC2=C1N=C(N=C2N2CCOCC(C2)C(=O)N)OCC21CCCN1CCC2)C2=CC=CC1=CC=CC(=C21)F 4-(8-fluoro-7-(8-fluoronaphthalen-1-yl)-2-((hexahydro-1H-pyrrolizin-7a-yl)methoxy)pyrido[4,3-d]pyrimidin-4-yl)-1,4-oxazepan-6-carboxamide